3-cyano-4-(4-methoxy-4-methylpiperidin-1-yl)-N,N-dimethyl-2-oxo-1,2-dihydro-1,7-naphthyridine-6-carboxamide C(#N)C=1C(NC2=CN=C(C=C2C1N1CCC(CC1)(C)OC)C(=O)N(C)C)=O